(R)-4-((3-(4-hydroxybut-2-ynamido)piperidin-1-yl)methyl)-N-(4-(4-morpholino-7H-pyrrolo[2,3-d]pyrimidin-6-yl)phenyl)picolinamide OCC#CC(=O)N[C@H]1CN(CCC1)CC1=CC(=NC=C1)C(=O)NC1=CC=C(C=C1)C1=CC2=C(N=CN=C2N2CCOCC2)N1